N,N-bis(2-hydroxyethyl)-7-methyloctanamide OCCN(C(CCCCCC(C)C)=O)CCO